FC1=C(C(=CC=C1)F)S(=O)(=O)F 2,6-difluorophenylsulfonyl fluoride